1'-(2-chloro-4-fluorophenyl)-2-(2-ethoxypyridin-3-yl)-7-[[(2R)-pyrrolidin-2-yl]methyl]spiro[6,8-dihydro-1,7-naphthyridine-5,4'-piperidine] formate salt C(=O)O.ClC1=C(C=CC(=C1)F)N1CCC2(CC1)C=1C=CC(=NC1CN(C2)C[C@@H]2NCCC2)C=2C(=NC=CC2)OCC